C1=CC=CC=2OC3=CC=CC=C3[SbH]C12 phenoxastibinine